N1(CCCCC1)C1=CC=C(C=C1)/C=C/C=O (E)-3-(4-(piperidin-1-yl)phenyl)acrolein